iso-octanal C(CCCCC(C)C)=O